5-[[2-[5-methyl-2-[4-(trifluoromethyl)phenyl]-1-piperidyl]-2-oxo-acetyl]amino]pyridine-3-carboxamide CC1CCC(N(C1)C(C(=O)NC=1C=C(C=NC1)C(=O)N)=O)C1=CC=C(C=C1)C(F)(F)F